CN1C=NC2=C1C=CC(=C2)C(C(F)(F)F)(F)F 1-methyl-5-pentafluoroethyl-1H-benzimidazole